C(C)OP(=O)(OCC)Cl.C(C)OP(=O)(OCC)OC1=C(C=C(C(=O)OC(C)(C)C)C=C1)C(C)O tert-butyl 4-diethoxyphosphoryloxy-3-(1-hydroxyethyl)benzoate Diethyl-chlorophosphate